C1(CCCC1)CC(=O)NC=1SC(=C(N1)C)C1=CC(=C(C=C1)OC)S(NC1=CC(=CC=C1)O)(=O)=O 2-cyclopentyl-N-[5-[3-[(3-hydroxyphenyl)sulfamoyl]-4-methoxyphenyl]-4-methyl-thiazol-2-yl]acetamide